isopropyl (3-(thiazol-2-yl)-3-azabicyclo[3.1.0]hex-6-yl)carbamate S1C(=NC=C1)N1CC2C(C2C1)NC(OC(C)C)=O